tert-butyl 6-(6-cyano-1-(2-isopropyl-4-methylpyridin-3-yl)-7-(2-methoxyphenyl)-2-oxo-1,2-dihydropyrido[2,3-d]pyrimidin-4-yl)-2,6-diazaspiro[3.3]heptane-2-carboxylate C(#N)C1=CC2=C(N(C(N=C2N2CC3(CN(C3)C(=O)OC(C)(C)C)C2)=O)C=2C(=NC=CC2C)C(C)C)N=C1C1=C(C=CC=C1)OC